O.N1=CNC2=C1C=CC=C2.[Na] sodium benzimidazole monohydrate